diphenyl-(p-isopropoxycarbonylphenyl)sulfonium C1(=CC=CC=C1)[S+](C1=CC=C(C=C1)C(=O)OC(C)C)C1=CC=CC=C1